6-chloro-2-(1-(2-(dimethylamino)ethyl)-1H-pyrazol-5-yl)-8-fluoroquinoline-3-carbonitrile ClC=1C=C2C=C(C(=NC2=C(C1)F)C1=CC=NN1CCN(C)C)C#N